N=1N(N=CC1)C1=C(C=C(C=N1)NC(=O)N1CCCC2=C(C=CC=C12)C=1OC=CN1)C(F)(F)F N-(6-(2H-1,2,3-triazol-2-yl)-5-(trifluoromethyl)pyridin-3-yl)-5-(oxazol-2-yl)-3,4-dihydroquinoline-1(2H)-carboxamide